anilino-6'-(N-ethyl-N-isoamyl-amino)-3'-methyl-spiro[phthalide-3,9'-[9H]xanthene] N(C1=CC=CC=C1)C1=CC(=CC=2OC3=CC(=CC=C3C3(C12)OC(=O)C1=CC=CC=C13)N(CCC(C)C)CC)C